C(CC#C)[C@@H]1O[C@@H](CC([C@@]1(C(=O)OC)C)=O)C methyl (2S,3R,6R)-2-(but-3-yn-1-yl)-3,6-dimethyl-4-oxotetrahydro-2H-pyran-3-carboxylate